FC(CN(C=1C=C(C=C(C1)F)CC(C#C)(O)C)C1=NC=2N(C3=CC=C(C=C13)F)C(=NN2)C)F (3-((2,2-difluoroethyl)(7-fluoro-1-methyl-[1,2,4]triazolo[4,3-a]quinazolin-5-yl)amino)-5-fluorophenyl)-2-methylbut-3-yn-2-ol